5-pentylisoxazol-3-ol C(CCCC)C1=CC(=NO1)O